7-Amino-8-(2-chloro-3-hydroxyphenyl)quinoxaline-6-carboxamide NC1=C(C=C2N=CC=NC2=C1C1=C(C(=CC=C1)O)Cl)C(=O)N